Propionic acid ethyl ester hydrochloride Cl.C(C)OC(CC)=O